6-vinyl-4H-pyrrolo[3,2-d]Thiazole-4-carboxylic acid tert-butyl ester C(C)(C)(C)OC(=O)N1C=C(C=2N=CSC21)C=C